CC1=NSC(=N1)C1=NC=CC(=C1)C1=NOC(=N1)C(F)(F)F 3-(2-(3-methyl-1,2,4-thiadiazol-5-yl)pyridin-4-yl)-5-(trifluoromethyl)-1,2,4-oxadiazole